(5-amino-tetrahydro-2H-pyran-2-yl)((S)-1-(4-fluorophenyl)-3,4-dihydroisoquinolin-2(1H)-yl)methanone NC1CCC(OC1)C(=O)N1[C@H](C2=CC=CC=C2CC1)C1=CC=C(C=C1)F